2-(1-((4-phenethylpiperazin-1-yl)sulfonyl)ethyl)-10H-phenothiazine C(CC1=CC=CC=C1)N1CCN(CC1)S(=O)(=O)C(C)C1=CC=2NC3=CC=CC=C3SC2C=C1